ethyl (S)-4-(5-((benzyloxy)carbonyl)thiophen-2-yl)-6-(4-fluorophenethyl)-5-(5-methyl-1,3,4-oxadiazol-2-yl)-2-(pyrrolidin-2-yl)nicotinate C(C1=CC=CC=C1)OC(=O)C1=CC=C(S1)C1=C(C(=NC(=C1C(=O)OCC)[C@H]1NCCC1)CCC1=CC=C(C=C1)F)C=1OC(=NN1)C